bis[4-[1,1-dimethyl-2-[[[[2-[(1-oxo-2-propen-1-yl)oxy]ethyl]amino]carbonyl]oxy]ethyl]-3,5-dimethylphenyl]-iodonium CC(COC(=O)NCCOC(C=C)=O)(C)C1=C(C=C(C=C1C)[I+]C1=CC(=C(C(=C1)C)C(COC(=O)NCCOC(C=C)=O)(C)C)C)C